FC1=C(C=O)C(=C(C(=C1C=O)F)F)F 2,4,5,6-tetrafluoroisophthalaldehyde